C(#N)C1=NC=C(C(=O)NC=2SC=3C(=NC=C(N3)C3=CN(C(C=C3)=O)C)N2)C(=C1)C1=C(C=CC=C1)OC 6-cyano-4-(2-methoxyphenyl)-N-(6-(1-methyl-6-oxo-1,6-dihydropyridin-3-yl)thiazolo[4,5-b]pyrazin-2-yl)nicotinamide